FC=1C=2N(C=C(C1)C1=NC(=C(C(=N1)C)C(=O)NC1CCN(CC1)C(=O)OC(C)(C)C)C)C=C(N2)C tert-butyl 4-[[2-(8-fluoro-2-methyl-imidazo[1,2-a]pyridin-6-yl)-4,6-dimethyl-pyrimidine-5-carbonyl]amino]piperidine-1-carboxylate